COC1=CC=C(C=C1)C1=C(C2=C(S1)C=C(C=C2)OC)C(=O)C2=CC=C(C=C2)N2CCNCC2 (2-(4-methoxyphenyl)-6-methoxybenzo[b]thiophen-3-yl)(4-(piperazin-1-yl)phenyl)methanone